2-(4-bromo-1,3-thiazol-2-yl)propan-2-ol BrC=1N=C(SC1)C(C)(C)O